((1-(5-isopropoxy-2-methyl-4-nitrophenyl)cyclopropyl)oxomethyl)piperidine-1-carboxylic acid tert-butyl ester C(C)(C)(C)OC(=O)N1C(CCCC1)C(=O)C1(CC1)C1=C(C=C(C(=C1)OC(C)C)[N+](=O)[O-])C